tert-Butyl (14-((4-aminophenyl)sulfonamido)-3,6,9,12-tetraoxatetradecyl)carbamate NC1=CC=C(C=C1)S(=O)(=O)NCCOCCOCCOCCOCCNC(OC(C)(C)C)=O